F[C@H](CNC(=O)C=1C=NC=2N(C1NC(C)C)N=C(C2)C=2C=NC(=CC2)C)C(C)(C)O (R)-N-(2-fluoro-3-hydroxy-3-methylbutyl)-7-(isopropylamino)-2-(6-methylpyridin-3-yl)pyrazolo[1,5-a]pyrimidine-6-carboxamide